COC(CCCCCCCN(CCCCCCCCC)CC(=O)N1CCN(CC1)C(CN(CC\C=C/CCCCC)CCN(CC\C=C/CCCCC)CC\C=C/CCCCC)=O)=O Methyl-8-((2-(4-(N-(2-(Di((Z)-non-3-en-1-yl)amino)ethyl)-N-((Z)-non-3-en-1-yl)glycyl)piperazin-1-yl)-2-oxoethyl)(nonyl)amino)octanoate